3-(4-(7-(4-(2-(4-(tert-butyl)-2-ethoxyphenyl)-4,5-bis(4-chlorophenyl)-4,5-dihydro-1H-imidazole-1-carbonyl)piperazin-1-yl)-7-oxohept-1-yn-1-yl)-1-oxoisoindolin-2-yl)piperidine-2,6-dione C(C)(C)(C)C1=CC(=C(C=C1)C=1N(C(C(N1)C1=CC=C(C=C1)Cl)C1=CC=C(C=C1)Cl)C(=O)N1CCN(CC1)C(CCCCC#CC1=C2CN(C(C2=CC=C1)=O)C1C(NC(CC1)=O)=O)=O)OCC